NC1=C(C=2C(=NC(=C(N2)OCC2=CC=CC=C2)C([2H])([2H])[2H])N1C1=C(C(=CC=C1C)OC)C)C#N 6-amino-2-benzyloxy-5-(3-methoxy-2,6-dimethyl-phenyl)-3-(trideuteriomethyl)pyrrolo[2,3-b]pyrazine-7-carbonitrile